FC(CNC1=C(C#N)C=C(C=C1)C=1OC(=NN1)C=1C=CC2=C(NC(O2)=O)C1)F 2-[(2,2-difluoroethyl)amino]-5-{5-(2-oxo-2,3-dihydro-1,3-benzoxazol-5-yl)-1,3,4-oxadiazol-2-yl}benzonitrile